3-(2-chlorophenoxy)-2,2-dimethyl-N-((3S,4S)-3-methylpiperidin-4-yl)propanamide TFA salt OC(=O)C(F)(F)F.ClC1=C(OCC(C(=O)N[C@@H]2[C@H](CNCC2)C)(C)C)C=CC=C1